CCCCCCCCCC/C=C\CCCCCCCCCC(=O)OC[C@H](COP(=O)(O)OC[C@@H](C(=O)O)N)OC(=O)CCCCCCC/C=C\CCCCCCCCC 1-(11Z-docosenoyl)-2-(9Z-nonadecenoyl)-glycero-3-phosphoserine